ClC1=C(C=C(C=C1)C1=CN(C(C=C1)=O)C(C)C)C[C@@H](C(=O)NC1=CC=C(C=C1)C1=NN=CN1C)NC(=O)C1(CC1)F N-[(1S)-1-[[2-chloro-5-(1-isopropyl-6-oxo-3-pyridyl)phenyl]methyl]-2-[4-(4-methyl-1,2,4-triazol-3-yl)anilino]-2-oxo-ethyl]-1-fluoro-cyclopropanecarboxamide